2-{[7-(dimethylamino)-1,3-dimethyl-2,4-dioxo-1,2,3,4-tetrahydropyrido[2,3-d]pyrimidin-5-yl]amino}-N-(4-fluorophenyl)acetamide CN(C=1C=C(C2=C(N(C(N(C2=O)C)=O)C)N1)NCC(=O)NC1=CC=C(C=C1)F)C